BrC=1C=C(C(=NC1)C(=O)OC)F methyl 5-bromo-3-fluoropicolinate